FC1=CC=C(C=C1)C=1N(C(=CN1)C1=C2C(=NC=C1)NC=C2)C2CCC(CC2)N(C)C 4-(4-fluorophenyl-5-(1H-pyrrolo[2,3-b]pyridin-4-yl)-1H-imidazol-1-yl)-N,N-dimethylcyclohexan-1-amine